3-(2-(4-cyclobutoxy-5-fluoropyrimidin-2-yl)-1,2,3,4-tetrahydroisoquinolin-6-yl)propionic acid C1(CCC1)OC1=NC(=NC=C1F)N1CC2=CC=C(C=C2CC1)CCC(=O)O